5-propyl-2-[1-(pyridazin-4-ylmethyl)pyrazol-4-yl]-3H-imidazo[2,1-b]purin-4-one C(CC)N1C=2N(C=3N=C(NC3C1=O)C=1C=NN(C1)CC1=CN=NC=C1)C=CN2